C(C)(C)(C)OC(=O)N[C@H](C)[C@H](C(=O)OC)CC=C methyl (R)-2-((R)-1-((tert-butoxycarbonyl)amino)ethyl)pent-4-enoate